5-(chloromethyl)-2-(1,4-dioxaspiro[4.5]decan-8-yl)thiazole ClCC1=CN=C(S1)C1CCC2(OCCO2)CC1